(R)-N-(Benzofuran-4-ylmethyl)-4-(3-fluoropyridin-4-yl)-2-methylpiperazine-1-carboxamide O1C=CC2=C1C=CC=C2CNC(=O)N2[C@@H](CN(CC2)C2=C(C=NC=C2)F)C